2-[(2E)-2-(aminomethyl)-3-fluoroprop-2-en-1-yl]-7-(1H-benzotriazol-6-yl)[1,2,4]triazolo[4,3-a]pyridin-3(2H)-one hydrochloride Cl.NC/C(/CN1N=C2N(C=CC(=C2)C=2C=CC3=C(NN=N3)C2)C1=O)=C\F